2-[4-[(5R)-2-Hydroxy-8-(trifluoromethyl)-11,12-dihydro-5H-chromeno[4,3-c]quinolin-5-yl]phenoxy]acetaldehyde OC=1C=CC=2C3=C(CNC2C1)C=1C=CC(=CC1O[C@@H]3C3=CC=C(OCC=O)C=C3)C(F)(F)F